FC1=CC=C(CSCCSCC2=CC=C(C=C2)F)C=C1 1,2-bis(4-fluorobenzylthio)ethane